methyl 2-[4-[2-[(1S,2R)-2-[1-(5-chloropyrimidin-2-yl)-4-piperidyl]cyclopropyl]ethoxy]-2-fluoro-phenyl]acetate ClC=1C=NC(=NC1)N1CCC(CC1)[C@@H]1[C@@H](C1)CCOC1=CC(=C(C=C1)CC(=O)OC)F